4-(1H-pyrazol-1-yl)benzoic acid methyl ester COC(C1=CC=C(C=C1)N1N=CC=C1)=O